C1(=CC=CC=C1)C1=NN=C(S1)SCCC 3-((5-phenyl-1,3,4-thiadiazol-2-yl)thio)propane